FC1=C(C(=CC=C1)F)C=1OC2=C(C=C(C=C2C(C1C)=O)C)[C@@H](C)NC=1C(=NC=CC1)C1=C(C=CC=C1)F 2-(2,6-Difluorophenyl)-8-[(1R)-1-[[2-(2-fluorophenyl)-3-pyridyl]amino]ethyl]-3,6-dimethyl-chromen-4-one